ethyl (S)-3-amino-3-(4-(4-methylbenzyl)phenyl)propanoate N[C@@H](CC(=O)OCC)C1=CC=C(C=C1)CC1=CC=C(C=C1)C